ethyl 2-(2-fluoro-4-methylsulfonyl-anilino)-4-[[(1S)-2-hydroxy-1-phenyl-ethyl]amino]pyrimidine-5-carboxylate FC1=C(NC2=NC=C(C(=N2)N[C@H](CO)C2=CC=CC=C2)C(=O)OCC)C=CC(=C1)S(=O)(=O)C